(2S,3S,4R,5R)-5-(6-(benzylamino)-2-m-methylphenyl-9H-purin-9-yl)-3,4-dihydroxyl-N-methyltetrahydrofuran-2-carboxamide C(C1=CC=CC=C1)NC1=C2N=CN(C2=NC(=N1)C1=CC(=CC=C1)C)[C@H]1[C@@H]([C@@H]([C@H](O1)C(=O)NC)O)O